1,3-bis(4-carboxyphenyl)imidazole C(=O)(O)C1=CC=C(C=C1)N1CN(C=C1)C1=CC=C(C=C1)C(=O)O